2-Amino-7-(cyclopropylmethyl)-7,9-dihydro-1H-purine-6,8-dione NC=1NC(C=2N(C(NC2N1)=O)CC1CC1)=O